2-(Dimethylamino)-N-(4-(3-isopropyl-2-(8-methoxy-[1,2,4]triazolo[1,5-a]pyridin-6-yl)-1H-indol-5-yl)cyclohexyl)-N-methylacetamid CN(CC(=O)N(C)C1CCC(CC1)C=1C=C2C(=C(NC2=CC1)C=1C=C(C=2N(C1)N=CN2)OC)C(C)C)C